ClC1=NC=NC2=CC(=C3C(=C12)OCCO3)OC(C)C 10-chloro-5-isopropoxy-2,3-dihydro-[1,4]dioxino[2,3-f]quinazoline